2-methoxy-2-methyl-1-(3-dimethylmethoxysilylpropyl)-1-aza-2-silacyclopentane CO[Si]1(N(CCC1)CCC[Si](OC)(C)C)C